4-amino-5-phenyl-1,2,4-triazole-3-thione NN1C(NN=C1C1=CC=CC=C1)=S